2-methyl-6-(2'-((prop-2-yn-1-ylamino)methyl)-[1,1'-biphenyl]-4-yl)-1H-benzo[d]imidazole-4-carboxylic acid CC1=NC2=C(N1)C=C(C=C2C(=O)O)C2=CC=C(C=C2)C2=C(C=CC=C2)CNCC#C